6-chloro-4-ethynyl-1H-pyrrolo[2,3-b]pyridine-5-carboxamide ClC1=C(C(=C2C(=N1)NC=C2)C#C)C(=O)N